2'-O,4'-C-methylene-N6-benzoyladenosine-3'-O-succinate C1O[C@H]2[C@@H](O[C@@]1([C@H]2OC(CC(=O)[O-])C(=O)[O-])CO)N2C=NC=1C(NC(C3=CC=CC=C3)=O)=NC=NC21